C1(=CC=CC=C1)COCCOCCOCCOCCOCCOCC(=O)OC(C)(C)C tert-butyl 1-phenyl-2,5,8,11,14,17-hexaoxanonadecan-19-oate